CN1N=NC=C1CCO 2-(1-methyl-1H-1,2,3-triazol-5-yl)ethan-1-ol